(6-bromopyridin-3-yl)-3-(3,4-difluoro-2-methoxyphenyl)-4,5-dimethyl-5-(trifluoromethyl)tetrahydrofuran-2-carboxamide BrC1=CC=C(C=N1)C1(OC(C(C1C1=C(C(=C(C=C1)F)F)OC)C)(C(F)(F)F)C)C(=O)N